methyl 5-(4-(4-(2,6-difluorobenzyl)-5-oxo-4,5-dihydro-1H-1,2,4-triazol-1-yl)-2-fluorophenoxy)-4-methylthiazole-2-carboxylate FC1=C(CN2C=NN(C2=O)C2=CC(=C(OC3=C(N=C(S3)C(=O)OC)C)C=C2)F)C(=CC=C1)F